3-[6-chloro-3-[[(1R)-1-[2-(4,4-dimethyl-1-piperidyl)-3,6-dimethyl-4-oxo-chromen-8-yl]ethyl]amino]-2-pyridyl]-6-hydroxy-2-methoxy-benzaldehyde ClC1=CC=C(C(=N1)C=1C(=C(C=O)C(=CC1)O)OC)N[C@H](C)C=1C=C(C=C2C(C(=C(OC12)N1CCC(CC1)(C)C)C)=O)C